(1-ethoxyvinyl)-4-fluoro-6-(trifluoromethyl)aniline C(C)OC(=C)NC1=CC=C(C=C1C(F)(F)F)F